C(C)(C)C1=NNC2=CC=C(C=C12)C1=CN=C2N1N=C(C=C2)N2C[C@@H](OCC2)C (S)-4-(3-(3-isopropyl-1H-indazol-5-yl)imidazo[1,2-b]pyridazin-6-yl)-2-methylmorpholine